NC1=CC=C(C=C1)C=1N(C=C(N1)C#N)CC 2-(4-aminophenyl)-1-ethyl-1H-imidazole-4-carbonitrile